(5'S)-5'-(3-bromo-5-fluorophenyl)tetrahydro-3'H-spiro[piperidine-4,2'-pyrrolo[2,1-b]oxazol]-3'-one BrC=1C=C(C=C(C1)F)[C@@H]1CCC2OC3(C(N21)=O)CCNCC3